Chlorosarin CC(C)OP(=O)(C)Cl